(-)-trans-4-(4-fluorophenyl)-3-(3-hydroxy-4-methoxyphenoxymethyl)piperidine FC1=CC=C(C=C1)[C@H]1[C@@H](CNCC1)COC1=CC(=C(C=C1)OC)O